1-bromo-2-butanone BrCC(CC)=O